[Si](C1=CC=CC=C1)(C1=CC=CC=C1)(C(C)(C)C)OC(C)C1=C(C=2N(C=C1)N=CC2N)OC 5-(1-((Tert-butyldiphenylsilyl)oxy)ethyl)-4-methoxypyrazolo[1,5-a]pyridin-3-amine